tert-butyl N-{3-fluoro-4-[(5-formyl-4-methylpyridin-3-yl)methyl]pyridin-2-yl}carbamate FC=1C(=NC=CC1CC=1C=NC=C(C1C)C=O)NC(OC(C)(C)C)=O